BrC1[C@H](CC1)C(=O)OCC1=CC=CC=C1 (1R)-benzyl 2-bromocyclobutane-carboxylate